tert-butyl 4-(3-amino-6-(trifluoromethoxy)chroman-7-yl)piperazine-1-carboxylate NC1COC2=CC(=C(C=C2C1)OC(F)(F)F)N1CCN(CC1)C(=O)OC(C)(C)C